C1(=CC=CC=C1)N1C=2C=CC=CC2SC=2C=C3C(=CC12)C=CC=C3 12-phenyl-12H-benzo[b]phenothiazine